O=C1OC2=C(N1)C=CC=C2CC(=O)OC Methyl 2-(2-oxo-2,3-dihydrobenzo[d]oxazol-7-yl)acetate